2-(methoxymethyl)-cyclohexa-2,5-diene-1,4-dione-oxime COCC=1C(C=CC(C1)=O)=NO